3-[(8-Ethoxy-4-tricyclo[5.2.1.02,6]decanyl)sulfanyl]-1-(2,4,4-trimethylcyclohex-2-en-1-yl)butan-1-one C(C)OC1C2C3CC(CC3C(C1)C2)SC(CC(=O)C2C(=CC(CC2)(C)C)C)C